4-((2-chloro-10H-phenothiazin-10-yl)methyl)phenyl acetate C(C)(=O)OC1=CC=C(C=C1)CN1C2=CC=CC=C2SC=2C=CC(=CC12)Cl